(RS)-3-(2-amino-2-oxoethyl)hexanoic acid NC(C[C@H](CC(=O)O)CCC)=O |r|